COC(=O)N1[C@H](CCC2=C3C(=CC=C12)N(C(=N3)CC3CCOCC3)C3CCCCC3)C (1R,3R)-3-((S)-6-(Methoxycarbonyl)-7-methyl-2-((tetrahydro-2H-pyran-4-yl)methyl)-6,7,8,9-tetrahydro-3H-imidazo[4,5-f]chinolin-3-yl)cyclohexan